C(C)(=O)[C@@H]1C([C@@H](C1)CC#N)(C)C 2-((1S,3S)-3-acetyl-2,2-dimethylcyclobutyl)acetonitrile